BrC=1C=C2N(C(CNC2=O)O)C1 7-bromo-4-hydroxy-3,4-dihydro-2H-pyrrolo[1,2-a]pyrazin-1-one